N=1C=2N(C(NC1)=O)N=CC2 pyrazolo[1,5-a][1,3,5]triazin-4(3H)-one